[C@H]1([C@H](O)[C@@H](O)[C@H](O)[C@H](O1)CO)O[C@@H]1[C@H](C(O)O[C@@H]([C@H]1O)CO)O 3-O-alpha-D-glucopyranosyl-D-glucopyranose